C1(CC=CC=C1)(C)SC1=CC=CC=C1 phenyl (1-tolyl) sulfide